(2R,3R,4S,5R)-2-(2-chloro-6-spiro[inden-2,4'-piperidin]-1'-yl-purin-9-yl)-5-(hydroxymethyl)tetrahydrofuran-3,4-diol ClC1=NC(=C2N=CN(C2=N1)[C@@H]1O[C@@H]([C@H]([C@H]1O)O)CO)N1CCC2(CC1)C=C1C=CC=CC1=C2